N1CC(C1)CN(C=1C2=C(N=C(N1)OCC13CCCN3CCC1)C(=C(N=C2)C2=CC=CC1=CC=C(C(=C21)Cl)F)F)C N-(azetidin-3-ylmethyl)-7-(8-chloro-7-fluoronaphthalen-1-yl)-8-fluoro-N-methyl-2-((tetrahydro-1H-pyrrolizin-7a(5H)-yl)methoxy)pyrido[4,3-d]pyrimidin-4-amine